4-((3-(8-(((1r,4r)-4-(dimethylamino)cyclohexyl)amino)-3-((trifluoromethyl)thio)imidazo[1,2-a]pyridin-2-yl)prop-2-yn-1-yl)amino)-3-methoxy-N-methylbenzamide CN(C1CCC(CC1)NC=1C=2N(C=CC1)C(=C(N2)C#CCNC2=C(C=C(C(=O)NC)C=C2)OC)SC(F)(F)F)C